CC([C@@H](C(=O)N1[C@@H](C[C@H](C1)O)C(=O)N[C@@H](C)C1=CC=C(C=C1)C1=C(N=CS1)C)NC(CCCCCCCCCC=O)=O)(C)C (2S,4R)-1-((S)-3,3-dimethyl-2-(11-oxoundecanoylamino)butanoyl)-4-hydroxy-N-((S)-1-(4-(4-methylthiazol-5-yl)phenyl)ethyl)pyrrolidine-2-carboxamide